2-(diphenylphosphoryl)-5,7-dimethoxychroman-4-one C1(=CC=CC=C1)P(=O)(C1=CC=CC=C1)C1OC2=CC(=CC(=C2C(C1)=O)OC)OC